3-hydroxypropylacrylate OCCCOC(C=C)=O